FC1=C(C=CC=C1)COC1CN(C1)C(=O)C=1N=C(C2=C(N1)OC(=C2)C)NC2(CC2)C {3-[(2-fluorophenyl)methoxy]azetidine-1-carbonyl}-6-methyl-N-(1-methylcyclopropyl)furo[2,3-d]pyrimidin-4-amine